5-(methoxymethyl)-nicotinic acid COCC=1C=NC=C(C(=O)O)C1